C(C)(C)C1=C2C(=NC=C1O)N(N=C2C)C2OCCCC2 4-isopropyl-3-methyl-1-(oxan-2-yl)pyrazolo[3,4-b]pyridin-5-ol